C(C1=CC=CC=C1)[C@@H]1N(CCCCC1)C1=NC(=CC(=N1)N1C[C@H](OCC1)C)OCC1=CC=C(C=C1)OC (R)-4-(2-((R)-2-benzylazepan-1-yl)-6-((4-methoxybenzyl)oxy)pyrimidin-4-yl)-2-methylmorpholine